2-cyclopropyl-6-methyl-N-{3-[2-methyl-1-(4-methyl-1,2,4-triazol-3-yl)propan-2-yl]phenyl}pyrimidine-4-carboxamide C1(CC1)C1=NC(=CC(=N1)C(=O)NC1=CC(=CC=C1)C(CC1=NN=CN1C)(C)C)C